COC1CN(C1)C=1C(C(C1N(CC1=CC=C(C=C1)C1=NOC(=N1)C(F)(F)F)C)=O)=O 3-(3-methoxyazetidin-1-yl)-4-(methyl(4-(5-(trifluoromethyl)-1,2,4-oxadiazol-3-yl)benzyl)amino)cyclobut-3-ene-1,2-dione